tert-butyl ((6-methyl-5-oxo-1,2,3,4,5,6-hexahydro-1,6-naphthyridin-3-yl)methyl)carbamate CN1C(C=2CC(CNC2C=C1)CNC(OC(C)(C)C)=O)=O